N,N'-Bis-aminoethylpiperazin NCCN1CCN(CC1)CCN